C(C1=CC=CC=C1)OC=1C(=NN(C1Br)CCC1=CC=NC=C1)C 4-[2-(4-benzyloxy-5-bromo-3-methyl-pyrazol-1-yl)ethyl]pyridin